2-(2-chloro-4-fluorophenyl)ethan-1-one tert-butyl-(2R)-2-[[4-(3-pyridyloxy)phenyl]carbamoyl]piperidine-1-carboxylate C(C)(C)(C)OC(=O)N1[C@H](CCCC1)C(NC1=CC=C(C=C1)OC=1C=NC=CC1)=O.ClC1=C(C=CC(=C1)F)CC=O